BrC1=CC2=CN(N=C2C=C1OC)C1(CCOCC1)C 5-bromo-6-methoxy-2-(4-methyltetrahydro-2H-pyran-4-yl)-2H-indazole